[ClH]1[ClH]CC=C1 1,1,2-Trichlorol